ethyl-5-benzyloxy-2H-1,4-benzoxazin-3(4H)-one C(C)C1OC2=C(NC1=O)C(=CC=C2)OCC2=CC=CC=C2